4-epoxy-3-methylcyclohexanecarboxylic acid 3,4-epoxy-3-methylcyclohexylmethyl ester CC12CC(CCC1O2)COC(=O)C2C(C1C(CC2)O1)C